FC(C=1N=CSC1C(=O)C=1C=C(NC1)C(=O)O)(F)F 4-(4-(trifluoromethyl)thiazole-5-carbonyl)-1H-pyrrole-2-carboxylic acid